ClC1=CC=C(C=C1)NNC(CCC(NC1=C(C=CC=C1)C)=C1C(NCC1=O)=O)=O N'-(4-chlorophenyl)-4-(2,4-dioxopyrrolidin-3-ylidene)-4-((o-tolyl)amino)butyrylhydrazine